2-(7-azabicyclo[2.2.1]hept-7-yl)acetonitrile C12CCC(CC1)N2CC#N